4-(tert-butyl)-3-(N-(5-cyano-2-(pyridin-2-yl)phenyl)sulfamoyl)benzoic Acid C(C)(C)(C)C1=C(C=C(C(=O)O)C=C1)S(NC1=C(C=CC(=C1)C#N)C1=NC=CC=C1)(=O)=O